4-(6-chloro-8-fluoro-2-(cis-4-methylhexahydropyrrolo[3,4-b][1,4]oxazin-6(2H)-yl)-4-(piperazin-1-yl)quinazolin-7-yl)benzo[d]thiazol-2-amine ClC=1C=C2C(=NC(=NC2=C(C1C1=CC=CC2=C1N=C(S2)N)F)N2C[C@@H]1OCCN([C@@H]1C2)C)N2CCNCC2